ClC(C1=NC(=NO1)C1=CC=C(C=C1)NC=1C(C(C1NCCOC)=O)=O)(F)F 3-((4-(5-(chlorodifluoromethyl)-1,2,4-oxadiazol-3-yl)phenyl)amino)-4-((2-methoxyethyl)amino)cyclobut-3-ene-1,2-dione